C(C(C)C)(=O)OCC([C@H](C[C@H]1C(NCC1)=O)NC([C@H](CC(C)C)NC(=O)OCC1=CC(=CC=C1)Cl)=O)=O (S)-3-((S)-2-((((3-chlorobenzyl)oxy)carbonyl)amino)-4-methylpentanamido)-2-oxo-4-((S)-2-oxopyrrolidin-3-yl)butyl isobutyrate